S1CNCCC1 1,3-Thiazinan